ClC1=CC(=C2C=C(NC2=C1)C(=O)N1C(C2C(C1)CCC2)C(=O)N[C@@H](C[C@H]2C(NC(C2)(C)C)=O)C#N)OC 2-(6-chloro-4-methoxy-1H-indole-2-carbonyl)-N-((S)-1-cyano-2-((R)-5,5-dimethyl-2-oxopyrrolidin-3-yl)ethyl)octahydrocyclopenta[c]pyrrole-1-carboxamide